((R)-4-(2-amino-4-methoxybenzo[d]oxazol-7-yl)morpholin-2-yl)((S)-6,8-dichloro-1-methyl-3,4-dihydroisoquinolin-2(1H)-yl)methanone NC=1OC2=C(N1)C(=CC=C2N2C[C@@H](OCC2)C(=O)N2[C@H](C1=C(C=C(C=C1CC2)Cl)Cl)C)OC